C(C1=CC=CC=C1)N(C(CC1CC1)=O)[C@@H](CO)C1=CC=CC=C1 (R)-N-benzyl-2-cyclopropyl-N-(2-hydroxy-1-phenylethyl)acetamide